2-(2-Bromo-4-fluoro-phenyl)ethanol BrC1=C(C=CC(=C1)F)CCO